zinc-berkelium [Bk].[Zn]